2-(((2R,7aS)-2-fluorotetrahydro-1H-pyrrolizin-7a(5H)-yl)methoxy)-8-(6-methyl-5-(trifluoromethyl)-1H-indazol-4-yl)pyrido[4',3':4,5]selenopheno[2,3-d]pyrimidin-4-ol F[C@@H]1C[C@@]2(CCCN2C1)COC=1N=C(C2=C(N1)[Se]C1=C2C=CN=C1C1=C2C=NNC2=CC(=C1C(F)(F)F)C)O